FC([C@@H]1C[C@H](C1)NC([C@@H]1NCCC1)=O)(F)F N-(trans-3-(trifluoromethyl)cyclobutyl)-D-prolinamide